C(C1=CC=CC=C1)N1N=CC(=C1C)B1OC(C(O1)(C)C)(C)C 1-benzyl-5-methyl-4-(4,4,5,5-tetramethyl-1,3,2-dioxaborolan-2-yl)pyrazole